beta-hydroxystearate OC(CC(=O)[O-])CCCCCCCCCCCCCCC